(3-acetylphenyl)1,4-dioxane C(C)(=O)C=1C=C(C=CC1)C1OCCOC1